BrC=1N=C(C(=NC1)O[C@@H]1C[C@H](CC1)C(=O)O)C |r| (±)-Trans-3-((5-bromo-3-methylpyrazin-2-yl)oxy)cyclopentanecarboxylic Acid